(+)-6-(4-Chlorophenyl)-N-[(2S)-1-hydroxy-3-methoxypropan-2-yl]-3-oxo-2-(pyridin-3-yl)-2,3-dihydropyridazine-4-carboxamide ClC1=CC=C(C=C1)C=1C=C(C(N(N1)C=1C=NC=CC1)=O)C(=O)N[C@@H](CO)COC